OC(C=CC=CC(CCC=CC(=O)NCC(C)(C)O)=O)C 11-hydroxy-N-(2-hydroxy-2-methylpropyl)-6-oxo-2,7,9-dodecatrienamide